2,2'-dihydroxy-4-methoxy-benzophenone OC1=C(C(=O)C2=C(C=CC=C2)O)C=CC(=C1)OC